C(O)([O-])=O.C(CCC)[N+](CC)(CCCC)CCCC trin-butyl-monoethyl-ammonium hydrogen carbonate